2-ethoxymethylacrylic acid C(C)OCC(C(=O)O)=C